4-((2-Acrylamidoethyl)carbamoyl)-3-fluorophenylboronic acid C(C=C)(=O)NCCNC(=O)C1=C(C=C(C=C1)B(O)O)F